C=COC(=O)C1=CC=CC=C1 The molecule is an enoate ester obtained by the formal condensation of the carboxy group of benzoic acid with ethenol. Metabolite observed in cancer metabolism. It has a role as a human metabolite.